(1R,2S,5S)-3-(O-tert-butyl-L-threonyl)-6,6-dimethyl-3-azabicyclo[3.1.0]hexane-2-carboxylic acid C(C)(C)(C)O[C@@H]([C@H](N)C(=O)N1[C@@H]([C@H]2C([C@H]2C1)(C)C)C(=O)O)C